(S)-(+)-N,N-dimethyl-1-phenyl-3-(1-naphthyloxy)-propylamine hydrochloride Cl.CN(C)[C@@H](CCOC1=CC=CC2=CC=CC=C12)C1=CC=CC=C1